FC=1C=C(C=CC1)N1[C@@H]2CN([C@H](C1)C2)C2=NC(=NC=C2C#N)C=2C=NNC2 4-[(1S,4S)-5-(3-fluorophenyl)-2,5-diazabicyclo[2.2.1]hept-2-yl]-2-(1H-pyrazol-4-yl)pyrimidine-5-carbonitrile